(7S)-11-chloro-9-(2,6-difluorophenyl)-N-(2-hydroxyethyl)-7-methyl-12-(trifluoromethyl)-2,3,5,8,13-pentaazatricyclo[8.4.0.02,6]tetradeca-1(10),3,5,8,11,13-hexa-ene-4-carboxamide ClC=1C=2C(=N[C@H](C3=NC(=NN3C2C=NC1C(F)(F)F)C(=O)NCCO)C)C1=C(C=CC=C1F)F